NC=1C=C(C=NC1C)NC(C[C@H]1N(CCC1)C(=O)OC(C)(C)C)=O 1-tert-butyl (S)-2-(2-((5-amino-6-methylpyridin-3-yl)amino)-2-oxoethyl)pyrrolidine-1-carboxylate